C(C1CO1)OCCCCCCCCCCCCCCCCCCCCCCCCC pentacosyl glycidyl ether